CC=1OC(=CC1C(=O)N1CC=2N(CC1)C(=CN2)C#CC=2C=C(C#N)C=CC2)C 3-({7-[(2,5-Dimethylfuran-3-yl)carbonyl]-5,6,7,8-tetrahydroimidazo[1,2-a]pyrazin-3-yl}ethynyl)benzonitrile